(1-methylcyclopropyl)methyl ((((2R,3S,4R,5S)-5-(4-aminopyrrolo[2,1-f][1,2,4]triazin-7-yl)-2-cyano-3,4-dihydroxytetrahydrofuran-2-yl)methoxy)(phenoxy)phosphoryl)-L-alaninate NC1=NC=NN2C1=CC=C2[C@H]2[C@@H]([C@@H]([C@@](O2)(C#N)COP(=O)(OC2=CC=CC=C2)N[C@@H](C)C(=O)OCC2(CC2)C)O)O